FC=1C=C(C(=NC1C=1N=NN(C1CNC(=O)OC1CC2(CC2)C1)C)C)O[C@@H]1C[C@H](CCC1)C(=O)O (1S,3S)-3-((5-fluoro-2-methyl-6-(1-methyl-5-((((spiro[2.3]hexan-5-yloxy)carbonyl)amino)methyl)-1H-1,2,3-triazol-4-yl)pyridin-3-yl)oxy)cyclohexane-1-carboxylic acid